1-[3-(3-pyridinyl)-5-(trifluoromethyl)phenyl]-3-[4-(1H-pyrrolo[2,3-b]pyridin-4-yloxy)phenyl]-2,4-imidazolidinedione N1=CC(=CC=C1)C=1C=C(C=C(C1)C(F)(F)F)N1C(N(C(C1)=O)C1=CC=C(C=C1)OC1=C2C(=NC=C1)NC=C2)=O